C(C=C)[C@@H]1C2CC[C@@H](CN1C1=NC(=NC3=C(C=C(C(=C13)Br)F)F)Cl)N2CC2=CC=CC=C2 4-((7R,2R,5S)-2-allyl-8-benzyl-3,8-diazabicyclo[3.2.1]octan-3-yl)-5-bromo-2-chloro-6,8-difluoroquinazoline